BrC=1N=CC(=NC1)NC1C[C@@H]2[C@@H](CN(C2)C(=O)OC(C)(C)C)C1 tert-Butyl (3aR,5s,6aS)-5-((5-bromopyrazin-2-yl)amino)hexahydrocyclopenta[c]pyrrole-2(1H)-carboxylate